C(CCCCCCC)SC1=NC(=NC(=N1)SCCCCCCCC)NC1=CC(=C(C(=C1)C(C)(C)C)O)C(C)(C)C 4-[[4,6-bis(octylthio)-1,3,5-Triazine-2-yl]amino]-2,6-di-tert-butylphenol